FC1(CC(C1)C(=O)OC1CC=2N(C3=C(C1)C=C(C=C3)Cl)C(=NN2)[C@@H]2CC[C@H](CC2)OC2=NC=CC=C2)F 8-chloro-1-[trans-4-(pyridin-2-yloxy)cyclohexyl]-5,6-dihydro-4H-[1,2,4]triazolo[4,3-a][1]benzazepin-5-yl 3,3-difluorocyclobutanecarboxylate